1-(2,2,2-trifluoroacetyl)-2'-(trifluoromethyl)spiro[piperidine-4,7'-thieno[2,3-c]pyran]-4'(5'H)-one-5-13C FC(C(=O)N1CCC2(OCC(C3=C2SC(=C3)C(F)(F)F)=O)[13CH2]C1)(F)F